(2Z,2'E)-2,2'-(1-(4-(2-oxopyrrolidin-1-yl)phenyl)ethane-1,2-diylidene)bis(N-ethylhydrazine-1-carbothioamide) O=C1N(CCC1)C1=CC=C(C=C1)\C(\C=N\NC(NCC)=S)=N\NC(NCC)=S